FC=1C(=NC=C(C1)F)CNC(=O)C1=CN=C(S1)N1CCC(CC1)N1C[C@@H](CCC1)OCC |r| rac-N-[(3,5-difluoropyridin-2-yl)methyl]-2-(3-ethoxy[1,4'-bipiperidin]-1'-yl)-1,3-thiazole-5-carboxamide